CN1N=C(C(=C1C)N)C 1,3,5-trimethyl-1H-pyrazol-4-amine